(2R)-2-(1-hydroxyethyl)piperazine-1,4-dicarboxylic acid 4-benzyl ester 1-tert-butyl ester C(C)(C)(C)OC(=O)N1[C@H](CN(CC1)C(=O)OCC1=CC=CC=C1)C(C)O